N1-((S)-3-cyclohexyl-1-oxo-1-(((S)-3-oxo-1-((S)-2-oxopyrrolidin-3-yl)-4-(trifluoromethoxy)butan-2-yl)amino)propan-2-yl)-N2-(1,1,1-trifluoro-2-methylpropan-2-yl)oxalamide C1(CCCCC1)C[C@@H](C(N[C@@H](C[C@H]1C(NCC1)=O)C(COC(F)(F)F)=O)=O)NC(C(=O)NC(C(F)(F)F)(C)C)=O